COC(C(C)NC(=O)[C@H]1N2C3=C(C=CC=C3C1)CC[C@@H](C2=O)NC([C@H](C(C)C)NC(C)=O)=O)=O [((2S,5S)-5-((S)-2-Acetylamino-3-methyl-butyrylamino)-4-oxo-1,2,4,5,6,7-hexahydro-azepino[3,2,1-hi]indole-2-carbonyl)-amino]-propionic acid methyl ester